6-tert-butoxy-4-(trifluoromethyl)pyridine-2-carbonitrile C(C)(C)(C)OC1=CC(=CC(=N1)C#N)C(F)(F)F